Rac-Ethyl-(1R,2R)-2-(3-chloro-2-(2-fluorobenzyl)-7-oxo-2,7-dihydro-6H-pyrazolo[3,4-d]pyridazin-6-yl)cyclopropane-1-carboxylate C(C)OC(=O)[C@H]1[C@@H](C1)N1N=CC=2C(C1=O)=NN(C2Cl)CC2=C(C=CC=C2)F |r|